NC1=NC(N(C=C1)C1OC(C(C1(F)F)O)CO)=O 4-amino-1-(3,3-difluoro-4-hydroxy-5-hydroxymethyltetrahydrofuran-2-yl)-1H-pyrimidin-2-one